N1(CC(C1)CO)C1CNC1 [1,3'-biazetidin]-3-ylmethanol